BrC1=CC=C(C=C1)C=1C=NC=C(C1)OC 3-(4-bromophenyl)-5-methoxypyridine